C(C)C1(NC(N(C(C1)=O)C[C@@H]1[C@H](C1)C(N[C@@H](C)C1=CC=CC=C1)=O)=[NH2+])CC [4,4-diethyl-6-oxo-1-[[(1S,2S)-2-[[(1S)-1-phenylethyl]carbamoyl]cyclopropyl]methyl]hexahydropyrimidin-2-ylidene]ammonium